3-(2-((1-(2-(6,6-dimethyl-4,5,6,7-tetrahydro-1H-indazol-3-yl)-1H-indole-6-carbonyl)piperidin-4-yl)methyl)-1,2,3,4-tetrahydroisoquinolin-6-yl)piperidine-2,6-dione CC1(CCC=2C(=NNC2C1)C=1NC2=CC(=CC=C2C1)C(=O)N1CCC(CC1)CN1CC2=CC=C(C=C2CC1)C1C(NC(CC1)=O)=O)C